8-(3-chlorophenoxy)-5,6,7,8-tetrahydroquinolin-5-amine ClC=1C=C(OC2CCC(C=3C=CC=NC23)N)C=CC1